C(C)(=O)[C@]1(CC=C(CC1)C)C(C(=O)[O-])(C1=CC=CC=C1)C1=CC=CC=C1.FC1=C(C(=C(C(=C1[B-](C1=C(C(=C(C(=C1F)F)F)F)F)(C1=C(C(=C(C(=C1F)F)F)F)F)C1=C(C(=C(C(=C1F)F)F)F)F)F)F)F)F.C(C(C)C)[Al](CC(C)C)CC(C)C triisobutylaluminum tetrakis(pentafluorophenyl)borate (R)-1-acetyl-4-methylcyclohex-3-en-1-yl-2,2-diphenylacetate